C(C)(C)(C)OC(=O)N1[C@H]2[C@@H](CCC1)C(N(C2=O)CC2=CC=CC=C2)=O (4aR-7aS)-6-benzyl-octahydro-5,7-dioxopyrrolo[3,4-b]pyridine-1-carboxylic acid tert-butyl ester